2-(1-methyl-1H-indol-3-yl)-N-[(1s,4s)-4-{[6-chloro-2-(trifluoromethyl)quinolin-4-yl]amino}cyclohexyl]acetamide CN1C=C(C2=CC=CC=C12)CC(=O)NC1CCC(CC1)NC1=CC(=NC2=CC=C(C=C12)Cl)C(F)(F)F